(R)-4-methyl-N-(1-phenylvinyl)aniline CC1=CC=C(NC(=C)C2=CC=CC=C2)C=C1